4,4'-bis[3-(3-carboxypropyl)-4-(amino)phenoxy]biphenyl tert-butyl-4-(bis(6-methoxypyridin-3-yl)methyl)piperazine-1-carboxylate C(C)(C)(C)OC(=O)N1CCN(CC1)C(C=1C=NC(=CC1)OC)C=1C=NC(=CC1)OC.C(=O)(O)CCCC=1C=C(OC2=CC=C(C=C2)C2=CC=C(C=C2)OC2=CC(=C(C=C2)N)CCCC(=O)O)C=CC1N